COC1C(CCCC1)CN1C=[N+](C=C1)CC1C(CCCC1)OC 1,3-bis[(2-methoxycyclohexan-1-yl)methyl]imidazolium